C(C)(C)(C)OC(CNC=1C(=C(C(=O)OC)C=CC1)[N+](=O)[O-])=O methyl 3-((2-(tert-butoxy)-2-oxoethyl) amino)-2-nitrobenzoate